3-pyridinecarbonitrile hydrochloride Cl.N1=CC(=CC=C1)C#N